ClC=1C=CC(=C(C1)C=1C=C(C=2OCCNC2N1)NC1=C(C=NC=C1)C(=O)NCCNC)F 4-{[6-(5-chloro-2-fluorophenyl)-2H,3H,4H-pyrido[3,2-b][1,4]-oxazin-8-yl]amino}-N-[2-(meth-ylamino)ethyl]pyridine-3-carboxamide